C(CCCCCCCCC=C)(=O)OCN1C(CCC2=CC=C(C=C12)CCN1CCN(CC1)C1=CC(=CC=2SC=CC21)F)=O (7-(2-(4-(6-Fluorobenzo[b]thiophen-4-yl)piperazin-1-yl)ethyl)-2-oxo-3,4-dihydroquinolin-1(2H)-yl)methyl undec-10-enoate